ethyl 4-(3-methoxy-3-oxopropanamido)-1-(4-methoxybenzyl)-3-methyl-1H-pyrazole-5-carboxylate COC(CC(=O)NC=1C(=NN(C1C(=O)OCC)CC1=CC=C(C=C1)OC)C)=O